N-(3-(2-amino-8-methyl-7-oxo-7,8-dihydropyrido[2,3-d]pyrimidin-6-yl)-2,4-difluorophenyl)-3-chloro-1,5-dimethyl-1H-pyrazole-4-sulfonamide NC=1N=CC2=C(N1)N(C(C(=C2)C=2C(=C(C=CC2F)NS(=O)(=O)C=2C(=NN(C2C)C)Cl)F)=O)C